zinc trifluoromethanesulfonate FC(S(=O)(=O)[O-])(F)F.[Zn+2].FC(S(=O)(=O)[O-])(F)F